FC1(CC(C1)OC(N[C@H](C(NC=1C=NN(C1)CC=1N(N=NC1)CC(F)(F)F)=O)C(C1CC1)C1CC1)=O)F (3,3-difluorocyclobutyl)N-[(1S)-1-(dicyclopropylmethyl)-2-oxo-2-[[1-[[3-(2,2,2-trifluoroethyl)triazol-4-yl]methyl]pyrazol-4-yl]amino]ethyl]carbamate